5-methoxy-6-[4-(1-methyl-4-piperidinyl)phenyl]quinazolin-4-one COC1=C2C(NC=NC2=CC=C1C1=CC=C(C=C1)C1CCN(CC1)C)=O